N-(3-(diethylamino)propyl)-2-(5-methylpyridin-3-yl)benzo[d]imidazo[2,1-b]thiazole-7-carboxamide C(C)N(CCCNC(=O)C1=CC2=C(N3C(S2)=NC(=C3)C=3C=NC=C(C3)C)C=C1)CC